N-methyl-N-(tetrahydropyran-4-yl)carbamoyl chloride CN(C(=O)Cl)C1CCOCC1